FC1(CC(C1)N1N=C(N=N1)C1(CCN(CC1)C(=O)[C@H]1NCC2(CCC2)[C@@H](C1)O)C(F)(F)F)F (4-(2-(3,3-difluorocyclobutyl)-2H-tetrazol-5-yl)-4-(trifluoromethyl)piperidine-1-yl)((7S,9R)-9-hydroxy-6-azaspiro[3.5]nonan-7-yl)methanone